5-acetyl-6-methyl-2-(1-methyl-1H-pyrazol-4-yl)indolizine-7-carboxylic acid ethyl ester C(C)OC(=O)C=1C(=C(N2C=C(C=C2C1)C=1C=NN(C1)C)C(C)=O)C